C(OC1=CC=CC=C1)(OC1=CC=CC=C1)=O diphenyl monocarbonate